1,4-di(vinyloxymethyl)cyclohexane sodium 2,3-Dimercaptopropanesulfonate Monohydrate O.SC(CS(=O)(=O)[O-])CS.[Na+].C(=C)OCC1CCC(CC1)COC=C